4-(phenyl)imidazolium triflate [O-]S(=O)(=O)C(F)(F)F.C1(=CC=CC=C1)C=1[NH+]=CNC1